ClC1=CC=C(CC2C(NCC2)=O)C=C1 3-(4-chlorobenzyl)pyrroline-2-one